4-(4-Aminoazepan-1-yl)-6-(1-methyl-1H-pyrazol-4-yl)pyrazolo[1,5-a]pyridine NC1CCN(CCC1)C=1C=2N(C=C(C1)C=1C=NN(C1)C)N=CC2